tridecafluorooctyl-triethoxyfluorosilane diethyl-(5-fluoro-2-methoxypyridin-4-yl)(methyl)propanedioate C(C)OC(C(C(=O)OCC)(C)C1=CC(=NC=C1F)OC)=O.FC(C(C(C(C(F)(F)C(C)O[Si](F)(OCC)OCC)(F)F)(F)F)(F)F)(CCC(F)(F)F)F